C(C)OC(=O)C=1C=NC2=C(C=CC=C2C1N(C1COC1)C)C1=C(C(=CC=C1)Cl)Cl 8-(2,3-dichlorophenyl)-4-[methyl-(oxetan-3-yl)amino]quinoline-3-carboxylic acid ethyl ester